O1C(=C(OCCCCC(=O)[O-])C(=O)C=2C(O)=CC(O)=CC12)C1=CC(O)=C(O)C=C1.[Cu+].[Au] gold copper (i) quercetin-3-O-valerate